C(C)(C)C=1C=2N(C=CC1)N=C(C2)[C@H]2N(CCC1=C2N=CN1)C=1OC(=NN1)C=1C=NC=CC1 (S)-2-(4-(4-isopropylpyrazolo[1,5-a]pyridin-2-yl)-1,4,6,7-tetrahydro-5H-imidazo[4,5-c]pyridin-5-yl)-5-(pyridin-3-yl)-1,3,4-oxadiazole